CN1C(=NC=C1C1=CC(=C(C=C1)NC=1N=CC2=C(N1)C(=NC(=C2)C)N2CC(C2)(C#N)C)OC)C 1-(2-((4-(1,2-dimethyl-1H-imidazol-5-yl)-2-methoxyphenyl)amino)-6-methylpyrido[3,4-d]pyrimidin-8-yl)-3-methylazetidine-3-carbonitrile